CC1=NC(=NC=C1)[C@@H]1[C@H](C1)C(=O)OCC |r| rac-ethyl (1S*,2S*)-2-(4-methylpyrimidin-2-yl)cyclopropane-1-carboxylate